((1S,4S,6R)-6-((5-Chloropyrimidin-2-yl)amino)-2-azabicyclo[2.2.1]hept-2-yl)(2-(pyrimidin-2-yl)phenyl)methanone ClC=1C=NC(=NC1)N[C@@H]1C[C@@H]2CN([C@H]1C2)C(=O)C2=C(C=CC=C2)C2=NC=CC=N2